ClC=1N=CC2=C(N1)N(C(C=C2)=O)C(C)C 2-chloro-8-(propan-2-yl)pyrido[2,3-d]pyrimidin-7(8H)-one